(Z)-1-(((1r,4r)-4-aminocyclohexyl)methyl)-3-((3,5-dimethyl-1H-pyrrol-2-yl)methylene)-N-ethyl-5-fluoro-2-oxoindoline-6-carboxamide hydrochloride Cl.NC1CCC(CC1)CN1C(\C(\C2=CC(=C(C=C12)C(=O)NCC)F)=C/C=1NC(=CC1C)C)=O